(6-{7-[3-(4-fluoro-4-methyl-piperidin-1-yl)-propoxy]-imidazo[1,2-a]pyridine-3-yl}-pyrimidin-4-yl)-[4-(1-methyl-1H-pyrazol-4-yl)-benzyl]-amine FC1(CCN(CC1)CCCOC1=CC=2N(C=C1)C(=CN2)C2=CC(=NC=N2)NCC2=CC=C(C=C2)C=2C=NN(C2)C)C